C(C)C(CN1C(=C(C(C=C1O)=O)O)C(C)=O)CCCC N-(2-ethylhexyl)-2-acetyl-3,6-dihydroxypyridin-4-one